1-{3-[(1S)-1-(1,4-dioxan-2-yl)ethoxy]pyridin-4-yl}methanamine O1C(COCC1)[C@H](C)OC=1C=NC=CC1CN